C(C)OC(CCCO)=O ethyl-γ-hydroxybutyrate